(E)-3-(6-aminopyridin-3-yl)-N-((7-(4-chlorophenyl)-5-(4-(4,4-difluoropiperidine-1-carbonyl)-2-fluorophenyl)benzofuran-2-yl)methyl)acrylamide NC1=CC=C(C=N1)/C=C/C(=O)NCC=1OC2=C(C1)C=C(C=C2C2=CC=C(C=C2)Cl)C2=C(C=C(C=C2)C(=O)N2CCC(CC2)(F)F)F